FC=1C=C(C=CC1C(C(F)(F)F)=O)C=C1CC2(CN(C2)C(=O)OC(C)(C)C)C1 tert-butyl 6-[[3-fluoro-4-(2,2,2-trifluoroacetyl)phenyl]methylene]-2-azaspiro[3.3]heptane-2-carboxylate